(S)-p-toluenesulfinamide tert-butyl-7'-bromo-8'-methyl-1',2'-dihydrospiro[cyclopropane-1,3'-pyrido[2,3-b][1,4]oxazine]-1'-carboxylate C(C)(C)(C)OC(=O)N1C2=C(OC3(C1)CC3)N=CC(=C2C)Br.CC2=CC=C(C=C2)[S@](=O)N